OCCNC1=CC=CC=C1 N-(hydroxyethyl)aniline